isotriacontanoic acid C(CCCCCCCCCCCCCCCCCCCCCCCCCCC(C)C)(=O)O